N12CCC(CC1)(CC2)SCCO 2-(quinuclidin-4-ylthio)ethan-1-ol